OC(CN1N=CC(=C1)N\C(\C)=C\1/C(NC2=CN=C(C=C21)C=2C=NC=CC2C)=O)(C)C (Z)-3-(1-((1-(2-Hydroxy-2-methylpropyl)-1H-pyrazol-4-yl)amino)ethylidene)-5-(4-methylpyridin-3-yl)-1H-pyrrolo[2,3-c]pyridin-2(3H)-one